3-(5-(difluoromethyl)-1,3,4-thiadiazol-2-yl)-8-(4-isobutylpiperazin-1-yl)-N-(4-methoxybenzyl)-N-(1-methylcyclopropyl)imidazo[1,5-a]pyrazin-6-sulfonamide FC(C1=NN=C(S1)C1=NC=C2N1C=C(N=C2N2CCN(CC2)CC(C)C)S(=O)(=O)N(C2(CC2)C)CC2=CC=C(C=C2)OC)F